[Si](C)(C)(C(C)(C)C)OCC1=CC2=NC=CC(=C2S1)C=1C=C(C=C2CCCN(C12)C1CN(C1)C(=O)OC(C)(C)C)C(F)(F)F tert-butyl 3-[8-[2-[[tert-butyl(dimethyl)silyl]oxymethyl]thieno[3,2-b]pyridin-7-yl]-6-(trifluoromethyl)-3,4-dihydro-2H-quinolin-1-yl]azetidine-1-carboxylate